C(C)(C)(C)OC(=O)N1CC(CC1)C(CBr)=O.NCCCC(=O)O gamma-aminobutyric acid tert-butyl-3-(2-bromoacetyl)pyrrolidine-1-carboxylate